Hydroxypropanone OCC(C)=O